N-(3-(2-Amino-5-(2-chloropyrimidin-4-yl)thiazol-4-yl)-2-fluorophenyl)-2,6-difluorobenzenesulfonamide NC=1SC(=C(N1)C=1C(=C(C=CC1)NS(=O)(=O)C1=C(C=CC=C1F)F)F)C1=NC(=NC=C1)Cl